C(#N)C1C(C(CO1)O)O 5-cyano-3,4-dihydroxytetrahydrofuran